3,4-diaminobenzenesulfonate NC=1C=C(C=CC1N)S(=O)(=O)[O-]